iron-tantalum-selenium [Se].[Ta].[Fe]